CN1N=C(C=C1C(=O)NCCC)NC(CCNC1=NC=CC2=CC=C(C=C12)C1=NOC(=N1)C)=O 1-Methyl-3-(3-((7-(5-methyl-1,2,4-oxadiazol-3-yl)isoquinolin-1-yl)amino)propanamido)-N-propyl-1H-pyrazole-5-carboxamide